2-amino-N-(2-methoxyphenyl)-6-((4-nitrophenyl)thio)benzamide NC1=C(C(=O)NC2=C(C=CC=C2)OC)C(=CC=C1)SC1=CC=C(C=C1)[N+](=O)[O-]